tert-butyl 3-((tert-butyldimethylsilyl) oxy)-6-fluoro-2-methoxybenzoate [Si](C)(C)(C(C)(C)C)OC=1C(=C(C(=O)OC(C)(C)C)C(=CC1)F)OC